3-(3-mercapto-propionylsulfonyl)-propionic acid 2-hydroxymethyl-3-(3-mercapto-propionyloxy)-2-(3-mercapto-propionyloxymethyl)-propyl ester OCC(COC(CCS(=O)(=O)C(CCS)=O)=O)(COC(CCS)=O)COC(CCS)=O